C1(CCCC1)S(=O)(=O)N cyclopentanesulfonamide